5-(4,5-dichloro-2-(4-(trifluoromethoxy)phenoxy)benzamido)pyrimidine 1-oxide ClC1=CC(=C(C(=O)NC=2C=NC=[N+](C2)[O-])C=C1Cl)OC1=CC=C(C=C1)OC(F)(F)F